tert-Butyl 4-(7-chloro-[1,2,4]triazolo[1,5-a]pyridin-6-yl)-3,6-dihydropyridine-1(2H)-carboxylate ClC1=CC=2N(C=C1C=1CCN(CC1)C(=O)OC(C)(C)C)N=CN2